C(\C=C\C(=O)O)(=O)O.FC=1C=C2C(=CNC2=CC1)CCN(CCS(=O)(=O)C)C 2-(5-fluoro-1H-indol-3-yl)-N-methyl-N-(2-methylsulfonylethyl)ethanamine fumarate salt